N1N=CC2=CC=CC(=C12)C=1C=CC(=NC1)NC(=O)[C@@]1(CN(CCC1)C#N)F (R)-N-(5-(1H-indazol-7-yl)pyridin-2-yl)-1-cyano-3-fluoropiperidine-3-carboxamide